(R)-N-ethyl-8-ethynyl-6-(2-fluorophenyl)-4-methyl-4H-benzo[f]imidazo[1,5-a][1,4]diazepine-3-carboxamide C(C)NC(=O)C=1N=CN2C1[C@H](N=C(C1=C2C=CC(=C1)C#C)C1=C(C=CC=C1)F)C